C1NCCC12CCC(CC2)NC=2C=CC=C1C(=NN(C21)C)C2C(NC(CC2)=O)=O 3-(7-((2-azaspiro[4.5]dec-8-yl)amino)-1-methyl-1H-indazol-3-yl)piperidine-2,6-dione